(Tetrahydropyrrolo[3,4-c]pyrrole-2,5(1H,3H)-diyl)bis((6-(1H-benzo[d]imidazol-2-yl)pyridin-2-yl)methanone) C1N(CC2C1CN(C2)C(=O)C2=NC(=CC=C2)C2=NC1=C(N2)C=CC=C1)C(=O)C1=NC(=CC=C1)C1=NC2=C(N1)C=CC=C2